1-methyl-6-(4-n-butyl-phenyl)quinolinolate CN1C(C=CC2=CC(=CC=C12)C1=CC=C(C=C1)CCCC)[O-]